1-(4-((3-chloro-1H-pyrrolo[2,3-B]pyridin-4-yl)oxy)-2-fluorophenyl)-3-(3-((4-methylpiperazin-1-yl)methyl)-5-(trifluoromethyl)phenyl)urea ClC1=CNC2=NC=CC(=C21)OC2=CC(=C(C=C2)NC(=O)NC2=CC(=CC(=C2)C(F)(F)F)CN2CCN(CC2)C)F